2,3-Dihydroxypropyl-12-methyltridecanoate OC(COC(CCCCCCCCCCC(C)C)=O)CO